4-(7-azido-1-((2-(trimethylsilyl)ethoxy)methyl)-1H-pyrrolo[2,3-c]pyridin-3-yl)-N-(2-fluoro-3-(methylsulfonyl)phenyl)-5-methylpyrimidin-2-amine N(=[N+]=[N-])C=1N=CC=C2C1N(C=C2C2=NC(=NC=C2C)NC2=C(C(=CC=C2)S(=O)(=O)C)F)COCC[Si](C)(C)C